3-(4-{[(1Z)-2-methyl-3-[2-(1H-1,2,3,4-tetrazol-5-yl)ethyl]-1H-inden-1-ylidene]methyl}phenoxy)benzonitrile CC=1/C(/C2=CC=CC=C2C1CCC1=NN=NN1)=C/C1=CC=C(OC=2C=C(C#N)C=CC2)C=C1